C(C)SC=1C=C(C=CC1C1=NC2=C(C=NC(=C2)C(F)(F)F)N1C)CC#N 2-[3-ethylsulfanyl-4-[3-methyl-6-(trifluoromethyl)imidazo[4,5-c]pyridin-2-yl]phenyl]acetonitrile